sodium potassium tartrate (tartrate) C(=O)([O-])C(O)C(O)C(=O)[O-].C(=O)(O)C(O)C(O)C(=O)O.[K+].[Na+]